3-[(1S,2R)-2-(4-bromo-3-methylphenyl)cyclopropyl]-1-methyl-1-[(3R)-1-(pyridazin-3-yl)piperidin-3-yl]urea BrC1=C(C=C(C=C1)[C@@H]1[C@H](C1)NC(N([C@H]1CN(CCC1)C=1N=NC=CC1)C)=O)C